COC1=C(C(=CC(=C1)CCC)OC)C=1C=2N(C=CC1C1CC1)C=CN2 8-(2,6-Dimethoxy-4-propylphenyl)-7-cyclopropylimidazo[1,2-a]pyridine